3-(6-Fluoro-5-(piperazin-1-yl)-1H-indazol-1-yl)piperazine-2,6-dione FC1=C(C=C2C=NN(C2=C1)C1C(NC(CN1)=O)=O)N1CCNCC1